(E)-4-(dimethylamino)-1-(4-(2-(3-methoxyphenethyl)-5,6,7,8-tetrahydrobenzo[4,5]thieno[2,3-d]pyrimidin-4-yl)piperazin-1-yl)but-2-en-1-one CN(C/C=C/C(=O)N1CCN(CC1)C=1C2=C(N=C(N1)CCC1=CC(=CC=C1)OC)SC1=C2CCCC1)C